Cl.Cl.CN1N=CC(=C1)C1=CC2=C(O[C@@H](CN2)[C@H](NCCC2=C(C=CC=C2)C)C2=CC=CC=C2)N=C1 N-((R)-((S)-7-(1-methyl-1H-pyrazol-4-yl)-2,3-dihydro-1H-pyrido[2,3-b][1,4]oxazin-3-yl)(phenyl)methyl)-2-(o-tolyl)ethanamine dihydrochloride